O(NCC)NCC OXYBIS(ETHYLAMINE)